CC1=CC=C(C=C1)S(=O)(=O)N/N=C/C1=CC=CC2=CC=CC=C12 (E)-4-methyl-N'-(naphthalen-1-ylmethylene)benzenesulfonohydrazide